NC1=CC=C(CC2CCC(CC2)NC(=O)N)C=C1 4-(4-aminobenzyl)cyclohexylurea